N-(3-(3-(6-cyano-2-(methylsulfonyl)-2-azaspiro[3.3]heptan-6-yl)-2-methoxyphenyl)-1-methyl-1H-pyrazolo[3,4-c]pyridin-5-yl)cyclopropanecarboxamide C(#N)C1(CC2(CN(C2)S(=O)(=O)C)C1)C=1C(=C(C=CC1)C1=NN(C2=CN=C(C=C21)NC(=O)C2CC2)C)OC